OC=1C(=NC=2CCNCC2C1)S(=O)(=O)[O-] hydroxy-5,6,7,8-tetrahydro-1,6-naphthyridine-2-sulfonate